ClC=1N=C(N2C1C(=CC(=C2)S(=O)(=O)NC2(CC2)C)N2C[C@@H](N[C@H](C2)C)C)C=2SC(=NN2)C(F)F 1-chloro-3-(5-(difluoromethyl)-1,3,4-thiadiazol-2-yl)-8-((3S,5S)-3,5-dimethylpiperazin-1-yl)-N-(1-methylcyclopropyl)imidazo[1,5-a]pyridine-6-sulfonamide